(2S)-2-[[5-(5-tert-butyl-1,3,4-oxadiazol-2-yl)-2-[(1,1-dioxo-3,4-dihydro-2H-thiochromen-6-yl)amino]pyrimidin-4-yl]amino]-2-phenyl-ethanol C(C)(C)(C)C1=NN=C(O1)C=1C(=NC(=NC1)NC=1C=C2CCCS(C2=CC1)(=O)=O)N[C@H](CO)C1=CC=CC=C1